C(CCCCCCCCCCCCCCC)C=1C=CC(=C(C1)C(=O)C1=CC=C(C=C1)CCCCC)O (5-hexadecyl-2-hydroxyphenyl)(4-pentylphenyl)methanone